NC1=C(OCCOCCOCCOC2=C(C=CC(=C2)N)N)C=C(C=C1)N 1,8-bis(2,5-diaminophenoxy)-3,6-dioxaoctane